BrC1=C(C(=CC(=C1)C(=O)C1=C(N=C2N1C=CC=N2)CC)Br)O 2,6-dibromo-4-([2-ethyl-imidazo[1,2-a]pyrimidin-3-yl]carbonyl)phenol